(S)-(7-((4-(sec-butylamino)-5-(trifluoromethyl)-7H-pyrrolo[2,3-d]pyrimidin-2-yl)amino)-2,3-dihydrobenzo-furan-4-yl)(morpholino)methanone [C@H](C)(CC)NC=1C2=C(N=C(N1)NC1=CC=C(C=3CCOC31)C(=O)N3CCOCC3)NC=C2C(F)(F)F